CC1=NC=C(C(=N1)N)CNC(=O)N(CCCl)N=O.Cl The molecule is a hydrochloride obtained by combining nimustine with one equivalent of hydrochloric acid. An antineoplastic agent especially effective against malignant brain tumors. It has a role as an antineoplastic agent. It contains a nimustine(1+).